racemic-2-((2S,2S)-2-(4-fluoro-3-(trifluoromethyl)phenyl)cyclopropyl)-4,4,5,5-tetramethyl-1,3,2-dioxaborolane FC1=C(C=C(C=C1)[C@@H]1[C@@H](C1)B1OC(C(O1)(C)C)(C)C)C(F)(F)F |&1:8|